2-(1-(Dibenzo[b,d]thiophen-2-yl)vinyl)-1H-indole C1=C(C=CC=2SC3=C(C21)C=CC=C3)C(=C)C=3NC2=CC=CC=C2C3